1-(4-phenyl-1-piperazinyl)-3-methylenehept-4,6-diene C1(=CC=CC=C1)N1CCN(CC1)CCC(C=CC=C)=C